(3R,4S)-4-((4-(5-(2-hydroxy-2-methylpropyl)thiazol-2-yl)-5-(trifluoromethyl)pyrimidin-2-yl)amino)-N,N,3-trimethylpiperidine-1-sulfonamide OC(CC1=CN=C(S1)C1=NC(=NC=C1C(F)(F)F)N[C@@H]1[C@@H](CN(CC1)S(=O)(=O)N(C)C)C)(C)C